OC1=C(COC(C(=C)C)=O)C=C(C=C1N1N=C2C(=N1)C=CC(=C2)C)OC.FC2=C(OC1=C(C(=O)N)C=CC=N1)C=CC(=C2)CC(=O)NC2=NN1C(C=CC=C1C)=N2 2-(2-fluoro-4-(2-((5-methyl-[1,2,4]triazolo[1,5-a]pyridin-2-yl)amino)-2-oxoethyl)phenoxy)nicotinamide 2-hydroxy-5-methoxy-3-(5-methyl-2H-benzo[d][1,2,3]triazol-2-yl)benzyl-methacrylate